(S)-N1-(5-chloro-4-(7-fluoro-1H-indol-3-yl)pyrimidin-2-yl)-4-(3-(dimethylamino)pyrrolidin-1-yl)benzene-1,3-diamine ClC=1C(=NC(=NC1)NC1=CC(=C(C=C1)N1C[C@H](CC1)N(C)C)N)C1=CNC2=C(C=CC=C12)F